C1(CC1)C1=NC=NC(=C1C=1C2=C(N(N1)C)CNC2)OC 3-(4-cyclopropyl-6-methoxypyrimidin-5-yl)-1-methyl-1,4,5,6-tetrahydropyrrolo[3,4-c]pyrazole